2-bromo-3-fluoro-5-hydrazinopyridine BrC1=NC=C(C=C1F)NN